C(C1=CC=CC=C1)(=O)N1C(C(N(CC1)CC1=CC=C(C=C1)OC)(C(=O)OCC=C)C)=O allyl 4-benzoyl-1-(4-methoxybenzyl)-2-methyl-3-oxopiperazine-2-carboxylate